Octadecyloxyethyl-phosphate C(CCCCCCCCCCCCCCCCC)OCCOP(=O)([O-])[O-]